[1,3]Dioxin-4-thione O1COC(C=C1)=S